2-methoxy-5-(phenoxymethyl)-phenol COC1=C(C=C(C=C1)COC1=CC=CC=C1)O